(S)-4-ethoxy-6-(1-(7-(2-(ethyl(methyl)amino)ethyl)-5-(5-fluoro-2-methylpyridin-4-yl)-1-oxo-3,4-dihydroisoquinolin-2(1H)-yl)ethyl)nicotinonitrile C(C)OC1=CC(=NC=C1C#N)[C@H](C)N1C(C2=CC(=CC(=C2CC1)C1=CC(=NC=C1F)C)CCN(C)CC)=O